2'-chloro-N-(5-(3-chloro-5-(trifluoromethyl)picolinoyl)-5,6-dihydro-4H-pyrrolo[3,4-d]thiazol-2-yl)-5'-methoxy-6-methyl-[4,4'-bipyridine]-3-carboxamide ClC1=NC=C(C(=C1)C1=C(C=NC(=C1)C)C(=O)NC=1SC2=C(N1)CN(C2)C(C2=NC=C(C=C2Cl)C(F)(F)F)=O)OC